C1(CC1)OC1=NC=CC(=C1)C1=NOC(=N1)[C@H](C)NC(OC(C)(C)C)=O tert-butyl (S)-(1-(3-(2-cyclopropoxypyridin-4-yl)-1,2,4-oxadiazol-5-yl)ethyl)carbamate